C(#N)C1=CC(=C(C=C1)C=1N=NC(=C2C1SC=C2)N[C@H]2CN(CCC2)C(=O)OC(C)(C)C)OC tert-butyl (R)-3-((7-(4-cyano-2-methoxyphenyl)thieno[2,3-d]pyridazin-4-yl)amino)piperidine-1-carboxylate